(2s,3s)-2-amino-6-dihydroxyboryl-3-carbamoyl-hexanoic acid N[C@H](C(=O)O)[C@H](CCCB(O)O)C(N)=O